hexanoic acid 6-(nitroxy)-(1s,2e)-3-[(1r,2r,3s,5r)-2-[(2Z)-7-(ethylamino)-7-oxo-2-hepten-1-yl]-3,5-dihydroxycyclopentyl]-1-(2-phenylethyl)-2-propen-1-yl ester O([N+](=O)[O-])C1=CC=CC=C1CC[C@@H](\C=C\[C@@H]1[C@H]([C@H](C[C@H]1O)O)C\C=C/CCCC(=O)NCC)OC(CCCCC)=O